C(C)(C)[Ge](C(C)C)(C(C)C)C(C)C tetra(isopropyl)germanium